Cl.[C@H]12CC(C[C@H](CC1)N2)N(C=2SC=1N=C(SC1N2)C=2C=CC(=C1C=CNC21)C=2C=NNC2)C N-[(1R,3s,5S)-8-Azabicyclo[3.2.1]octan-3-yl]-N-methyl-5-[4-(1H-pyrazol-4-yl)-1H-indol-7-yl][1,3]thiazolo[5,4-d][1,3]thiazol-2-amin Hydrochlorid